COC(C([Si](C)(C)C)OCC)(CCC)OC 1,1-dimethoxy(ethoxy)-3,3-dimethyl-1-propyl-3-silabutane